OC1CC(CNC1)C(=O)O 5-HYDROXY-3-PIPERIDINECARBOXYLIC ACID